sodium 4-(dimethylsulfamoyl)benzene-1-sulfinate CN(S(=O)(=O)C1=CC=C(C=C1)S(=O)[O-])C.[Na+]